COC=1C=C(C=CC1)NN=C(C#N)C#N 2-[(3-methoxyphenyl)hydrazinylidene]propanedinitrile